(5-amino-2-(hydroxymethyl)-8-(pyrimidin-4-yl)-[1,2,4]triazolo[1,5-c]pyrimidin-7-yl)benzonitrile NC1=NC(=C(C=2N1N=C(N2)CO)C2=NC=NC=C2)C2=C(C#N)C=CC=C2